6-amino-4-[(2,4-dimethoxyphenyl)methyl]-2-methyl-7,8-dihydro-6H-pyrazolo[1,5-a][1,3]diazepin-5-one NC1C(N(C=2N(CC1)N=C(C2)C)CC2=C(C=C(C=C2)OC)OC)=O